NC=1C2=C(N=CN1)C(=C(N2C2=CC(=C(C=C2)OC2=NC=CC(=N2)C)F)C2=C(C=C(C=N2)NC(C=C)=O)OC)CC N-(6-(4-amino-7-ethyl-5-(3-fluoro-4-((4-methylpyrimidin-2-yl)oxy)phenyl)-5H-pyrrolo[3,2-d]pyrimidin-6-yl)-5-methoxypyridin-3-yl)acrylamide